NC1=NC(=NC=C1OC)C1=C(C=C2C(N(C=NC2=C1)CCC[C@H](C)NC=1C=NNC(C1C(F)(F)F)=O)=O)F 7-(4-amino-5-methoxy-pyrimidin-2-yl)-6-fluoro-3-[(4S)-4-[[6-oxo-5-(trifluoromethyl)-1H-pyridazin-4-yl]amino]pentyl]quinazolin-4-one